OC1(CC(C1)(C)C)[C@H](S[C@@H]1O[C@@H]([C@@H]([C@@H]([C@H]1O)N1N=NC(=C1)C1=CC(=C(C(=C1)F)F)F)O)CO)C1=C(C=CC=C1)C (2S,3R,4S,5R,6R)-2-(((R)-(1-Hydroxy-3,3-dimethylcyclobutyl)(o-tolyl)methyl)thio)-6-(hydroxymethyl)-4-(4-(3,4,5-trifluorophenyl)-1H-1,2,3-triazol-1-yl)tetrahydro-2H-pyran-3,5-diol